1,2,4,5-Tetrachloronitrobenzene ClC1=C(C(=C(C(=C1)Cl)Cl)[N+](=O)[O-])Cl